C1(CC1)C=1C=C2C(=NC1)NN=C2C=2C=CC=C(C2)C2CC(NC2)=O 4-(5-(5-cyclopropyl-1H-pyrazolo[3,4-b]pyridin-3-yl)phenyl)pyrrolidin-2-one